C(C)(C)(C)OC(NCCCN[C@H](C(C)(C)C)C1=NN(C=C1CC1=CC=CC=C1)C1=C(C=CC(=C1)F)F)=O tert-Butyl-[3-({(1R)-1-[4-benzyl-1-(2,5-difluorophenyl)-1H-pyrazol-3-yl]-2,2-dimethylpropyl}amino)propyl]carbamate